azabicyclo[5.1.0]octan-5-one N12CCCC(CC2C1)=O